FC(OC1=C(C=C(C=C1)SC(CO)C)C1=NN(C=C1NC(=O)C=1C=NN2C1N=CC=C2)C)F N-(3-(2-(difluoromethoxy)-5-((1-hydroxypropan-2-yl)thio)phenyl)-1-methyl-1H-pyrazol-4-yl)pyrazolo[1,5-a]pyrimidine-3-carboxamide